ethyl 4-oxooctenoate O=C(C=CC(=O)OCC)CCCC